C(C1CO1)N(C1=CC=C(C=C1)C(C)(C)C1=CC=C(C=C1)C(C)(C)C1=CC=C(C=C1)N(CC1CO1)CC1CO1)CC1CO1 N,N,N',N'-tetraglycidyl-1,4-bis[2-(4-aminophenyl)-2-propyl]benzene